butyl-(4-methylphenylethyl)phosphinic acid C(CCC)P(O)(=O)CCC1=CC=C(C=C1)C